N-((3S,4R)-3-fluoro-1-methylpiperidin-4-yl)-2-(3-((2-methoxy-4-(methylsulfonyl)phenyl)amino)prop-1-yn-1-yl)-3-vinylpyrazolo[1,5-a]pyrazin-7-amine F[C@H]1CN(CC[C@H]1NC1=CN=CC=2N1N=C(C2C=C)C#CCNC2=C(C=C(C=C2)S(=O)(=O)C)OC)C